2-(2-azabicyclo[2.2.1]hept-5-en-2-yl)acetic acid C12N(CC(C=C1)C2)CC(=O)O